COC1=C(C(=CC(=C1)OC)\C=C\C1=CC=C(C=C1)OC)/C=C/C(=O)C1=C(OCC(=O)O)C=C(C=C1)OC 2-(2-((E)-3-(2,4-dimethoxy-6-((E)-4-methoxystyryl)phenyl)acryloyl)-5-methoxyphenoxy)acetic acid